N-(cyclopropylsulfonyl)-3-((2,6-dimethylbenzyl)oxy)-4-methylbenzamide C1(CC1)S(=O)(=O)NC(C1=CC(=C(C=C1)C)OCC1=C(C=CC=C1C)C)=O